CC1CC(C=CC1O)C1C(C(=CC1)C)(C)C 6-methyl-4-(2,2,3-trimethyl-3-cyclopenten-1-yl)-2-cyclohexen-1-ol